(1S,2R,3S,4R,5S)-4-(5-chloro-7-(ethylamino)-3H-imidazo[4,5-b]pyridin-3-yl)-2,3-dihydroxy-N-methylbicyclo[3.1.0]hexane-1-carboxamide ClC1=CC(=C2C(=N1)N(C=N2)[C@H]2[C@@H]([C@@H]([C@@]1(C[C@H]21)C(=O)NC)O)O)NCC